4-(4-Fluorophenoxy)-6-(4-methyl-1H-imidazol-1-yl)isoquinoline FC1=CC=C(OC2=CN=CC3=CC=C(C=C23)N2C=NC(=C2)C)C=C1